O=C1NC(CCC1N1C(C2=C3C(C(=CC=C13)CNC(CCCCCNC1CC3(C1)CCC3)=O)=CC=C2)=O)=O N-((1-(2,6-dioxopiperidin-3-yl)-2-oxo-1,2-dihydrobenzo[cd]indol-6-yl)methyl)-6-(spiro[3.3]heptane-2-ylamino)hexanamide